C1(CCCCC1)C(CN1CC2=C(C(=C(C=C2CC1)O)N1CC(NS1(=O)=O)=O)F)O 5-[2-(2-cyclohexyl-2-hydroxyethyl)-8-fluoro-6-hydroxy-1,2,3,4-tetrahydroisoquinolin-7-yl]-1λ6,2,5-thiadiazolidine-1,1,3-trione